2-chloro-N-(5-cyclopropyl-1-methyl-pyrazol-3-yl)pyrimidin-4-amine ClC1=NC=CC(=N1)NC1=NN(C(=C1)C1CC1)C